3-(pent-4-enyl)-8-{[3-(prop-2-enyloxy)phenyl]oxy}-1,2,3,6-tetrahydropurine-2,6-dione C(CCC=C)N1C(NC(C=2NC(=NC12)OC1=CC(=CC=C1)OCC=C)=O)=O